(E)-3-fluoropropionic acid FCCC(=O)O